FC1(CN(C1)CC(CCCC(C(=O)O)=N)CC)F 6-((3,3-difluoroazetidine-1-yl)methyl)-2-iminooctanoic acid